ClC=1C(=NC=CC1C=1C(=C(C=CC1)NC(C1=NC=C(C=C1)CN1C[C@H](CC1)O)=O)C)C1=CC(=C(C=C1)CNC[C@@H]1N(C(CC1)=O)C)OC N-(3-(3-chloro-2-(3-methoxy-4-(((((R)-1-methyl-5-oxopyrrolidin-2-yl)methyl)amino)methyl)phenyl)pyridin-4-yl)-2-methylphenyl)-5-(((S)-3-hydroxypyrrolidin-1-yl)methyl)picolinamide